C(C1=CC=CC=C1)NS(=O)(=O)C=1C=C(C=CC1)B(O)O (3-(N-benzylsulfamoyl)phenyl)boronic acid